1-((S)-1-((4-bromo-3-methylphenyl)sulfonyl)pyrrolidin-2-yl)ethan-1-ol tert-butyl-4-[2-[2-(prop-2-yn-1-yloxy)ethoxy]ethyl]piperazine-1-carboxylate C(C)(C)(C)C1N(CCN(C1)CCOCCOCC#C)C(=O)OC(C)[C@H]1N(CCC1)S(=O)(=O)C1=CC(=C(C=C1)Br)C